C(C)(=O)N1CCN(CC1)C=1C=CC=NC1 5-(4-acetylpiperazin-1-yl)pyridin